(S)-4-(4'-((trans)-2-((2-fluoroethyl)amino)cyclopropoxy)-[1,1'-biphenyl]-4-yl)-2-(2-((S)-1-hydroxyethyl)-1H-imidazol-1-yl)but-3-yn-1-ol FCCN[C@H]1[C@@H](C1)OC1=CC=C(C=C1)C1=CC=C(C=C1)C#C[C@@H](CO)N1C(=NC=C1)[C@H](C)O